FC1=CC(=CC2=C(N(N=C12)C)C(C)C)C1=NC(=NC=C1)N[C@@H]1C[C@H](CC1)N (1S,3S)-N1-(4-(7-fluoro-3-isopropyl-2-methyl-2H-indazol-5-yl)pyrimidin-2-yl)cyclopentane-1,3-diamine